FC1(CC2C=C(CC2C1)B1OC(C(O1)(C)C)(C)C)F 2-(5,5-difluoro-1,3a,4,5,6,6a-hexahydropentalen-2-yl)-4,4,5,5-tetramethyl-1,3,2-dioxaborolane